4-((1H-1,2,4-triazol-1-yl)methyl)-1-(4-methylphenethyl)-1H-1,2,3-triazole N1(N=CN=C1)CC=1N=NN(C1)CCC1=CC=C(C=C1)C